3,3-dimethylpropylene bromide CC(C(CBr)Br)C